endo-bicyclo(2.2.2)oct-5-ene-2,3-dicarboxylic anhydride C1C[C@H]2C=C[C@@H]1[C@H]3[C@@H]2C(=O)OC3=O